C(C1=CC=CC=C1)OCC1[C@H]2C[C@@H]([C@@H](C1)O2)C(=O)O |r| rac-(1R,2S,4R)-5-((benzyloxy)methyl)-7-oxabicyclo[2.2.1]heptane-2-carboxylic acid